COC=1C=C(C=C(C1)OC)C=1C2(C3=CC=CC=C3C1)CCC(CC2)=O 2'-(3,5-Dimethoxyphenyl)spiro[cyclohexane-1,1'-indene]-4-one